3-(3,5-di-t-butyl-4-hydroxyphenyl)-2-methylpropanoic acid C(C)(C)(C)C=1C=C(C=C(C1O)C(C)(C)C)CC(C(=O)O)C